C(CCCCCCCCCCCC\C=C/C\C=C/C\C=C/C\C=C/C\C=C/C\C=C/CC)(=O)OC (14Z,17Z,20Z,23Z,26Z,29Z)-METHYL DOTRIACONTA-14,17,20,23,26,29-HEXAENOATE